CC1=C2C=C(N(C2=CC=C1CN1CCC2(CN(C2)C2=NC=NC3=CC=C(C=C23)CC(F)(F)F)CC1)CC1CNC(C(O1)C)=O)C#N 4-Methyl-1-[(6-methyl-5-oxo-morpholin-2-yl)methyl]-5-[[2-[6-(2,2,2-trifluoroethyl)quinazolin-4-yl]-2,7-diazaspiro[3.5]nonan-7-yl]methyl]indole-2-carbonitrile